tert-butyloxycarbonyl-N-methylethylenediamine C(C)(C)(C)OC(=O)NCCNC